methyl (2R)-2-(benzyloxycarbonylamino)-4-cyclopropyl-butanoate C(C1=CC=CC=C1)OC(=O)N[C@@H](C(=O)OC)CCC1CC1